C(C)OC(C[C@@H](C=1C(=C(C=C(C1F)C1CC1)C1=C(C=C(C=C1C)F)C)F)N)=O.FC=1C(=C(C=CC1)C=CC1=CC=CC=C1)C1=CC=CC=2C3=CC=CC=C3NC12 Fluorocarbazolyl-stilbene Ethyl-(S)-3-amino-3-(5-cyclopropyl-2,4,4'-trifluoro-2',6'-dimethyl-[1,1'-biphenyl]-3-yl)propanoate